C(C)OCCOC1=NN(C=C1C(=O)OCC)C1CCC(CC1)NC(=O)OC(C)(C)C ethyl 3-(2-ethoxyethoxy)-1-[(1r,4r)-4-{[(tert-butoxy) carbonyl] amino} cyclohexyl]-1H-pyrazole-4-carboxylate